(S)-5-(2-amino-3-phenylpropionamido)benzo[b]furan-2-carboxylic acid tert-butyl ester C(C)(C)(C)OC(=O)C1=CC2=C(O1)C=CC(=C2)NC([C@H](CC2=CC=CC=C2)N)=O